C(C)(C)OC1=CC=C(C(=N1)C)N1C2=C(SC=3N=CC=C(NC1=O)C32)C(=O)N (S)-(6-isopropoxy-2-methylpyridin-3-yl)-4-oxo-4,5-dihydro-3H-1-thia-3,5,8-triazaacenaphthylene-2-carboxamide